BrC=1C(=CC(=C(O[C@@H](C(=O)OC)C)C1)[N+](=O)[O-])F methyl (R)-2-(5-bromo-4-fluoro-2-nitrophenoxy)propanoate